N1CCCC2C3C(CC=C12)C1CCCC1CC3 tetradecahydro-1H-indeno[5,4-f]quinoline